6-(1-((2,3-dihydrobenzo[b]dioxin-5-yl)sulfonyl)piperidin-4-yl)-7-methyl-[1,2,4]triazolo[1,5-a]pyridine O1C2=C(OCC1)C(=CC=C2)S(=O)(=O)N2CCC(CC2)C=2C(=CC=1N(C2)N=CN1)C